ClC1=C(C=C(CNC(=O)NC2=C3C=NN(C3=CC=C2)C)C=C1)C(C)C 1-(4-Chloro-3-isopropylbenzyl)-3-(1-methyl-1H-indazol-4-yl)urea